5-((3-(3-((4-bromopyridin-3-yl)oxy)cyclopentyl)-1-(tert-butyl)-1H-pyrazol-5-yl)amino)-4-fluoro-2-(4-methoxybenzyl)-2,3-dihydrobenzo[d]isothiazole 1,1-dioxide BrC1=C(C=NC=C1)OC1CC(CC1)C1=NN(C(=C1)NC=1C=CC2=C(CN(S2(=O)=O)CC2=CC=C(C=C2)OC)C1F)C(C)(C)C